C(C)(C)(C)C1=CC=C(C=C1)NC1CCC(CC1)OCC(=O)O 2-((4-((4-(tert-butyl)phenyl)amino)cyclohexyl)oxy)acetic acid